OC[C@H](C)N1C=NC2=C(C1=O)C=C(N=C2C=2C=NN(C2)C)C2=CN=C(S2)C(F)(F)F (S)-3-(1-hydroxyprop-2-yl)-8-(1-methyl-1H-pyrazol-4-yl)-6-(2-(trifluoromethyl)thiazol-5-yl)pyrido[3,4-d]pyrimidin-4(3H)-one